SCSCC (mercaptomethylthiomethyl)Methane